O1COC2=C1C=CC=C2NC(/C=N/O)=O (E)-N-(benzo[1,3]dioxol-4-yl)-2-(hydroxyimino)acetamide